C(C)C=1N=C(NC(C1F)=O)C=1C(=C(CNC(=O)[C@@H]2C[C@H](C2)OCC2=CC(=CC=C2)C(F)(F)F)C=CC1C(F)(F)F)F trans-N-[3-(4-ethyl-5-fluoro-6-oxo-1,6-dihydropyrimidin-2-yl)-2-fluoro-4-(trifluoromethyl)benzyl]-3-{[3-(trifluoromethyl)benzyl]oxy}cyclobutane-1-carboxamide